BrC1=CC(=CC(=N1)C1CN(CCC1)C(=O)OC(C)(C)C)F tert-butyl 3-(6-bromo-4-fluoropyridin-2-yl)piperidine-1-carboxylate